{2,4-dibromo-6-[(2,2-difluoroethyl)amino]-3-(1,3-dioxolan-2-yl)phenyl}methanol BrC1=C(C(=CC(=C1C1OCCO1)Br)NCC(F)F)CO